P(=O)(OCC1=CC=CC=C1)(OCC1=CC=CC=C1)OCCCOCCCCCCCCCCCCCCCC dibenzyl 3-hexadecoxypropyl phosphate